O[C@H]1[C@@H](CCCC1)N1C(C2=CC(=CC(=C2C1)C)CC1=CC=C(C=C1)N1N=CC=C1)=O (trans-2-hydroxycyclohexyl)-4-methyl-6-(4-(1H-pyrazol-1-yl)benzyl)isoindolin-1-one